OC1(CCNCC1)C(F)(F)F 4-Hydroxy-4-trifluoromethyl-piperidin